NC1=CC=C(C=C1)C(CC(=O)C1=CC=C(C=C1)N)=O 1,3-bis(4-aminophenyl)propane-1,3-dione